1,1-dimethylpropyn-1-ol CC(C#C)(O)C